O=C(CCl)C1C=CC=CC=1 1-chloroacetophenone